N(=C=O)CC=1C(NC(N([C@H]2[C@H](O)[C@H](O)[C@@H](CO)O2)C1)=O)=O 5-(isocyanatomethyl)uridine